N-[1-(4-Chloro-3-cyano-1H-indol-7-yl)piperidin-4-yl]-4-[4-({4-[4-(2,4-dioxo-1,3-diazinan-1-yl)-1H-indol-1-yl]piperidin-1-yl}methyl)piperidin-1-yl]-2-methylbenzamide ClC1=C2C(=CNC2=C(C=C1)N1CCC(CC1)NC(C1=C(C=C(C=C1)N1CCC(CC1)CN1CCC(CC1)N1C=CC2=C(C=CC=C12)N1C(NC(CC1)=O)=O)C)=O)C#N